COC1=C(C(=CC(=C1)C)C)C=1N=C2C(=NC1)N=C(C=N2)[C@H]2CNCCC2 6-(2-methoxy-4,6-dimethyl-phenyl)-2-[(3R)-3-piperidyl]pyrazino[2,3-b]pyrazine